CN1N=CC(=C1)NC1=NC=CC(=N1)C=1C=CC(=NC1)NC(=O)C1CC1 N-(5-(2-((1-methyl-1H-pyrazol-4-yl)amino)pyrimidin-4-yl)pyridin-2-yl)cyclopropylcarboxamide